BrC=1C=C(C=CC1)C(CO)(F)F 2-(3-bromophenyl)-2,2-difluoroethane-1-ol